ClC1=CC(=C(N=N1)C(NC1=CC=NC=C1)=O)NCC1CN(CCC1)C(=O)OC(C)(C)C tert-butyl 3-((6-chloro-3-(pyridin-4-ylcarbamoyl)pyridazin-4-ylamino)methyl)piperidine-1-carboxylate